trimethyl-(pentafluorophenyl)silane C[Si](C1=C(C(=C(C(=C1F)F)F)F)F)(C)C